N1(CCC1)CCN1C(NC2=NC=C(C=C21)C2=CC(=CC(=C2)C)C)=O 1-[2-(azetidin-1-yl)ethyl]-6-(3,5-dimethylphenyl)-3H-imidazo[4,5-b]pyridin-2-one